C1(CC1)C1=CC(=C(C(=C1)C)C=1C=CC=2C(=NC(=CN2)[C@H]2CNCCC2)N1)C 6-(4-cyclopropyl-2,6-dimethyl-phenyl)-3-[(3R)-3-piperidyl]pyrido[2,3-b]pyrazine